CC(C)(C)S(=O)/N=C(\C)/C1=CC(=CC(=C1)C(F)(F)F)[N+](=O)[O-] (E)-2-methyl-N-(1-(3-nitro-5-(trifluoromethyl)phenyl)ethylidene)propane-2-sulfinamide